OCCNC=1C=C(C=CC1)O 3-(2-Hydroxyethyl)amino-phenol